4,4''-dimethyl-N-phenyl-[1,1':4',1''-terphenyl]-2'-amine CC1=CC=C(C=C1)C=1C(=CC(=CC1)C1=CC=C(C=C1)C)NC1=CC=CC=C1